rac-N-((3R,6S)-6-methylpiperidin-3-yl)-7H-pyrrolo[2,3-d]pyrimidin-4-amine C[C@H]1CC[C@H](CN1)NC=1C2=C(N=CN1)NC=C2 |r|